O=C(CCC1=CC=C(C#N)C=C1)C 4-(3-oxo-butyl)-benzonitrile